C(C)OC(NC1CCC(CC1)OC1=C2C=NC=NC2=CC(=C1)N1CCOCC1)=O ((1s,4s)-4-((7-morpholinoquinazolin-5-yl)oxy)cyclohexyl)carbamic acid ethyl ester